2-(2-(cyclopropanesulfonamido)pyrimidin-4-yl)-N-(2-fluoro-4-(pyrazin-2-yl)phenyl)butanamide C1(CC1)S(=O)(=O)NC1=NC=CC(=N1)C(C(=O)NC1=C(C=C(C=C1)C1=NC=CN=C1)F)CC